3,4-dichloro-2-(3-(2-hydroxy-2-methylpropyl)-6,7-dihydro-5H-pyrrolo[2,1-c][1,2,4]triazol-6-yl)phenol ClC=1C(=C(C=CC1Cl)O)C1CC2=NN=C(N2C1)CC(C)(C)O